C(#N)C1N(CSC1)C(CNC(=O)C1=CC=NC2=CC=C(C=C12)C)=O N-(2-(4-cyanothiazolidin-3-yl)-2-oxoethyl)-6-methylquinoline-4-carboxamide